5-amino-2,4-dichloropyrimidine NC=1C(=NC(=NC1)Cl)Cl